COC([C@H](CC1=CC=C(C=C1)N1C(N(C2=C1C(=CC=C2)Cl)C2CCOCC2)=O)N)=O (S)-2-amino-3-(4-(7-chloro-2-oxo-3-(tetrahydro-2H-pyran-4-yl)-2,3-dihydro-1H-benzo[d]Imidazol-1-yl)phenyl)propionic acid methyl ester